(+)-Pinanediol hydrochloride Cl.C12(C(CCC(C1(C)C)C2)(C)O)O